C(C1=CC=CC=C1)N(CC1=CC=CC=C1)C(CO)C(C)C 2-(N,N-dibenzylamino)-3-methylbutanol